1-Ethyl 7-bromo-5-chlorobenzofuran-2-carboxylate BrC1=CC(=CC=2C=C(OC21)C(=O)OCC)Cl